7-bromo-4-chlorothieno[3,2-c]pyridazine BrC1=CSC2=C1N=NC=C2Cl